C(CCCCCCC)C(CCCCCCCC)OC(CCCCCCCOC(=O)[C@H]1N(CC(C1)OC(CCCN1C=NC=C1)=O)CCCCCC(OCCCCCCCCCCC)=O)=O [8-(1-octylnonoxy)-8-oxo-octyl](2S)-4-(4-imidazol-1-ylbutanoyloxy)-1-(6-oxo-6-undecoxy-hexyl)pyrrolidine-2-carboxylate